S1C2=C(C=C1CC(=O)O)C=CC=C2 2-(benzo[b]thiophen-2-yl)acetic acid